butatriene C=C=C=C